2-(4,6-diphenyl-1,3,5-triazin-2-yl)-4-methyl-5-hexyloxy-phenol C1(=CC=CC=C1)C1=NC(=NC(=N1)C1=CC=CC=C1)C1=C(C=C(C(=C1)C)OCCCCCC)O